5-(1-(2,2-difluoroethyl)-1H-benzo[d][1,2,3]triazol-6-yl)-N-((3S,4R)-3-fluoro-1-(oxetan-3-yl)piperidin-4-yl)-4-methoxypyrrolo[2,1-f][1,2,4]triazin-7-d-2-amine FC(CN1N=NC2=C1C=C(C=C2)C=2C=C(N1N=C(N=C(C12)OC)N[C@H]1[C@H](CN(CC1)C1COC1)F)[2H])F